N-Boc-(2R,4R)-4-hydroxy-2-(hydroxymethyl)pyrrolidine C(=O)(OC(C)(C)C)N1[C@H](C[C@H](C1)O)CO